BrC(C(=O)O)C(=O)O Bromomalonic acid